OCC1OC(C(C(C1O)O)O)OCCC1=CC=CC=C1 (hydroxymethyl)-6-(2-phenylethoxy)oxane-3,4,5-triol